(R)-7-ethoxy-6-methoxy-1-(2-(pyridin-3-yl)ethyl)-3,4-dihydroisoquinolin-2(1H)-formaldehyde C(C)OC1=C(C=C2CCN([C@@H](C2=C1)CCC=1C=NC=CC1)C=O)OC